(R)-1-(3-(difluoromethyl)-4-fluorophenyl)-3-((trifluoromethyl)sulfonyl)-4,5,6,7-tetrahydro-1H-indol-4-ol FC(C=1C=C(C=CC1F)N1C=C(C=2[C@@H](CCCC12)O)S(=O)(=O)C(F)(F)F)F